2-((6-(5-amino-4-methylpyridin-3-yl)cinnolin-3-yl)amino)-6-isopropyl-5,6-dihydro-4H-pyrazolo[1,5-d][1,4]diazepin-7(8H)-one NC=1C(=C(C=NC1)C=1C=C2C=C(N=NC2=CC1)NC1=NN2CC(N(CCC2=C1)C(C)C)=O)C